ClC1=CC=C2C(=N1)C=C(N2)C(=O)N2CCC(CC2)C2=C(C=CC=C2)C(F)(F)F (5-chloro-1H-pyrrolo[3,2-b]pyridin-2-yl)(4-(2-(trifluoromethyl)phenyl)piperidin-1-yl)methanone